OC=1C(C(C1NC1=CC(=CC(=C1)C1=NN=NN1)C1=CN=NC=C1)=O)=O 3-hydroxy-4-((3-(pyridazin-4-yl)-5-(1H-tetrazol-5-yl)phenyl)amino)cyclobut-3-ene-1,2-dione